15-amino-4,8,10,13-tetraoxapentadecanoic acid NCCOCCOCOCCCOCCC(=O)O